4-[4-chloro-6-(morpholin-4-yl)pyridin-2-yl]-1,1,1-trifluorobut-3-yn-2-ol ClC1=CC(=NC(=C1)N1CCOCC1)C#CC(C(F)(F)F)O